ClC1=C(C=C(OCC(=O)NC23CC(C2)(C3)NC(COC3=CC(=NC(=C3)C)C)=O)C=C1)F 2-(4-chloro-3-fluorophenoxy)-N-(3-{2-[(2,6-dimethylpyridin-4-yl)oxy]acetamido}bicyclo[1.1.1]pentan-1-yl)acetamide